4-(4-methylfuran-2-yl)-2-(methylsulfonyl)pyrimidine CC=1C=C(OC1)C1=NC(=NC=C1)S(=O)(=O)C